FC1=C(C#N)C=CC(=C1)CC(=O)N1[C@H]2CN([C@@H](C1)C2)C(C)C 2-fluoro-4-[2-[(1R,4R)-5-isopropyl-2,5-diazabicyclo[2.2.1]heptan-2-yl]-2-oxo-ethyl]benzonitrile